COC1=NC(=CC=C1NC1=NC2=C(C=CC=C2C=N1)C=1C=C(C=CC1)NC(C=C)=O)NC1CNCC1 N-(3-(2-((2-methoxy-6-(pyrrolidin-3-ylamino)pyridin-3-yl)amino)quinazolin-8-yl)phenyl)acrylamide